5-[4-amino-5-(trifluoromethyl)pyrrolo[2,1-f][1,2,4]triazin-7-yl]-N-[1-(3,3-difluorocyclobutanecarbonyl)-(3S,4R)-4-fluoropyrrolidin-3-yl]-2-methoxypyridine-3-carboxamide NC1=NC=NN2C1=C(C=C2C=2C=C(C(=NC2)OC)C(=O)N[C@H]2CN(C[C@H]2F)C(=O)C2CC(C2)(F)F)C(F)(F)F